COC(C(C(=O)OC)=CC1=CC=C(C=C1)OCC(C)C)=O 4-isobutoxybenzylidene-malonic acid dimethyl ester